C(C)(C)(C)OC(=O)N[C@H](C(=O)N[C@H](C(=O)OCC1=CC=CC=C1)CC1=CC=CC=C1)C Benzyl (2S)-2-[(2S)-2-(tert-butoxycarbonylamino)propionylamino]-3-phenylpropionate